2-((tert-Butoxycarbonyl)amino)-3-(2-chlorophenyl)propanoic acid C(C)(C)(C)OC(=O)NC(C(=O)O)CC1=C(C=CC=C1)Cl